6-amino-2-(4-aminoazepan-1-yl)-5-(2,3-dichlorophenyl)-pyrimidine-4-carboxamide NC1=C(C(=NC(=N1)N1CCC(CCC1)N)C(=O)N)C1=C(C(=CC=C1)Cl)Cl